FC1(C[C@](OC1)(C(=O)OCC1=CC=CC=C1)C)F Benzyl (S)-4,4-difluoro-2-methyltetrahydrofuran-2-carboxylate